N1([C@@H](CCC1)C(=O)OC=1C=CC2=C(C1)OC(C=1C2N2N(CC1)C(N(C2=O)C2=CC=C(C=C2)C(C)=O)=O)(C)C)C(=O)OC(C)(C)C 2-(2-(4-acetylphenyl)-7,7-dimethyl-1,3-dioxo-2,3,5,12b-tetrahydro-1H,7H-chromeno[4,3-c][1,2,4]triazolo[1,2-a]pyridazin-10-yl) 1-(tert-butyl) (2S)-pyrrolidine-1,2-dicarboxylate